3-amino-4-methoxypyrrolidine-1-carboxylic acid NC1CN(CC1OC)C(=O)O